FC=1C(=C(C(=O)OCC)C=C(C1)NC(=O)C1(CC1)C1=C(C=C(C=C1)OC(F)(F)F)F)C=1C=NN(C1)C(C)C Ethyl 3-fluoro-5-[({1-[2-fluoro-4-(trifluoromethoxy) phenyl]cyclopropyl} carbonyl)amino]-2-(1-isopropyl-1H-pyrazol-4-yl)benzoate